tert-butyl 3-((5-(3-hydroxypropyl)-1,2,4-oxadiazol-3-yl)methyl)piperidine-1-carboxylate OCCCC1=NC(=NO1)CC1CN(CCC1)C(=O)OC(C)(C)C